[N-]=C=O.[N-]=C=O.CCCC BUTANE DIISOCYANATE